(R)-3-((6-chloro-5-difluoromethylpyridazin-3-yl)amino)piperidine-1-carboxylic acid tert-butyl ester C(C)(C)(C)OC(=O)N1C[C@@H](CCC1)NC=1N=NC(=C(C1)C(F)F)Cl